(5-bromo-2-pyridinyl)-3-ethyl-N-methyl-pyridin-2-amine BrC=1C=CC(=NC1)C1=C(C(=NC=C1)NC)CC